C(C)NCCCCCCNCC N,N'-Bis-ethylhexan-1,6-diamin